C(C=C)OCC1CCC=2C(=C(C=C(C2C1=O)NC(C)=O)F)C N-(7-((allyloxy)methyl)-3-fluoro-4-methyl-8-oxo-5,6,7,8-tetrahydronaphthalen-1-yl)acetamide